(3S,4R)-3-fluoro-1-(4-((8-(methylamino)-5-(prop-1-en-2-yl)-2,7-naphthyridin-3-yl)amino)pyrimidin-2-yl)piperidin-4-ol F[C@H]1CN(CC[C@H]1O)C1=NC=CC(=N1)NC=1N=CC2=C(N=CC(=C2C1)C(=C)C)NC